ClC1=C(C=C(C(=C1)F)C1=C(C(=C(C=C1F)F)F)F)S(=O)(=O)COCCOOCCOOCCOOCCOCC(=O)N ((4-chloro-2',3',4',6,6'-pentafluoro-[1,1'-biphenyl]-3-yl)sulfonyl)-2,5,6,9,10,13,14,17-octaoxanonadecan-19-amide